DICARBAZOLYL-BENZENE C1(=CC=CC=2C3=CC=CC=C3NC12)C1=C(C=CC=C1)C1=CC=CC=2C3=CC=CC=C3NC12